3,5-dimethyl-1-octyn-3-ol CC(C#C)(CC(CCC)C)O